OC(CCCCCCCCCCC)CCCCCCCCCCCCCC 12-Hydroxy-hexacosaN